C(C)N(C=1C=C(C=C(C1)N(CC)CC)C#C)CC 3,5-bis(diethylamino)phenylacetylene